FC=1C(=NC=C(C1)C(C)C)S(=O)(N)=NC(NC1=C2CCCC2=CC=2CCCC12)=O 3-Fluoro-N'-((1,2,3,5,6,7-hexahydro-s-indacen-4-yl)carbamoyl)-5-isopropylpyridine-2-sulfonimidamide